CN1N=CC2=CC=CC(=C12)NS(=O)(=O)C=1C=NN(C1)C1=NC=CC(=C1)CN1CCCCC1 N-(1-METHYL-1H-INDAZOL-7-YL)-1-(4-(PIPERIDIN-1-YLMETHYL)PYRIDIN-2-YL)-1H-PYRAZOLE-4-SULFONAMIDE